ClC1=C(OCC=2C=C(C=CC2)C(C2CCN(CC2)CC2=NC3=C(N2CC2=CN=CN2CC)C=C(C=C3)C(=O)O)(F)F)C=CC(=C1)Cl 2-{[4-({3-[(2,4-dichlorophenoxy)methyl]phenyl}difluoromethyl)piperidin-1-yl]methyl}-1-[(1-ethyl-1H-imidazol-5-yl)methyl]-1H-1,3-benzodiazole-6-carboxylic acid